FC([C@H]1N(C(OC1)=C=O)C=1N=C2N(CCOC3=C2C=CC(=C3)N[C@H](C(=O)N)COC)C1)F (S)-2-((2-((S)-4-(difluoromethyl)-2-carbonyl-oxazolidin-3-yl)-5,6-dihydrobenzo[f]imidazo[1,2-d][1,4]oxazepin-9-yl)amino)-3-methoxypropionamide